Azetidin-1-yl-[(4S)-8-bromo-7-chloro-6-(3-fluoro-2-pyridinyl)-4-methyl-4H-[1,2,4]triazolo[1,5-a][1,4]benzodiazepine-2-Yl]methanone N1(CCC1)C(=O)C1=NN2C([C@@H](N=C(C3=C2C=CC(=C3Cl)Br)C3=NC=CC=C3F)C)=N1